(2S,6R)-2,6-dimethyl-4-[2-[[3-nitro-5-(trifluoromethyl)benzoyl]amino]ethyl]piperazine-1-carboxylic acid tert-butyl ester C(C)(C)(C)OC(=O)N1[C@H](CN(C[C@H]1C)CCNC(C1=CC(=CC(=C1)C(F)(F)F)[N+](=O)[O-])=O)C